O=C1N(C(C2=CC=CC=C12)=O)C1C(NC(CC1)=O)=O 1,3-dioxo-2-(2,6-dioxopiperidin-3-yl)isoindolin